Cis-3a-methyl-2-((R)-1-phenylethyl)octahydropyrrolo[3,4-c]pyrrole C[C@@]12[C@@H](CNC1)CN(C2)[C@H](C)C2=CC=CC=C2